(2R,3aS,6S,6aR)-6-((2-amino-3-bromoquinolin-7-yl)oxy)-2-(2,4-dimethyl-7H-pyrrolo[2,3-d]pyrimidin-7-yl)hexahydro-3aH-cyclopenta[b]furan-3,3a-diol NC1=NC2=CC(=CC=C2C=C1Br)O[C@H]1CC[C@]2([C@@H]1O[C@H](C2O)N2C=CC1=C2N=C(N=C1C)C)O